C(C)(C)(C)OC(=O)N[C@H](C(=O)N1[C@@H](C[C@H](C1)O[Si](C)(C)C(C)(C)C)C(=O)OCC1=CC=CC=C1)C(C)(C)C benzyl (2S,4R)-1-((S)-2-((tert-butoxycarbonyl)amino)-3,3-dimethylbutanoyl)-4-((tert-butyldimethylsilyl)oxy)pyrrolidine-2-carboxylate